2-(tert-butoxycarbonyl)-1,2,3,4-tetrahydroisoquinoline-7-carboxylic acid C(C)(C)(C)OC(=O)N1CC2=CC(=CC=C2CC1)C(=O)O